1-(2-(dimethylamino)ethyl)-2,3-dimethyl-5,6,7,8-tetrahydro-1H-pyrrolo[2,3-b]quinolin-4-amine CN(CCN1C(=C(C=2C1=NC=1CCCCC1C2N)C)C)C